C(N1N=C2C=CC(=CC2=C1)B1OC(C(O1)(C)C)(C)C)([2H])([2H])[2H] 2-(methyl-d3)-5-(4,4,5,5-tetramethyl-1,3,2-dioxaborolane-2-yl)-2H-indazole